CN1C[C@@H](CCC1)N (3R)-1-methyl-piperidin-3-amine